trans-[4-[(5-chloro-2-methylpyridin-4-yl)methyl]cyclohexyl]-[(3S)-3-(5-methylpyrazin-2-yl)-1,2-oxazolidin-2-yl]methanone ClC=1C(=CC(=NC1)C)C[C@@H]1CC[C@H](CC1)C(=O)N1OCC[C@H]1C1=NC=C(N=C1)C